2-ethoxy-3-(4'-aminophenyl)propionic acid C(C)OC(C(=O)O)CC1=CC=C(C=C1)N